CC/C=C\C/C=C\C/C=C\C/C=C\C/C=C\C/C=C\CCC(=O)OC[C@H](COP(=O)(O)OC[C@@H](C(=O)O)N)O 1-(4Z,7Z,10Z,13Z,16Z,19Z-docosahexaenoyl)-glycero-3-phosphoserine